(S)-3-(3-chloro-4-fluorophenyl)-1-(cyclopropyl-(1-oxo-1,2-dihydroisoquinolin-4-yl)methyl)-1-ethylurea ClC=1C=C(C=CC1F)NC(N(CC)[C@H](C1=CNC(C2=CC=CC=C12)=O)C1CC1)=O